C(C)(C)(C)C=1C=C(C=CC1)C(N1C=NC=C1)(C1=CC(=CC=C1)C(C)(C)C)C1=CC(=CC=C1)C(C)(C)C 1-(tris(m-tert-butylphenyl)methyl)imidazole